C[C@@H]1O[C@@H](CN(C1)C1=NC(=C2N1C1=CC(=CC=C1N=C2)C=2C=CC(=NC2)OCCCNC)C)C 3-((5-(1-((2S,6R)-2,6-dimethylmorpholino)-3-methylimidazo[1,5-a]quinoxalin-8-yl)pyridin-2-yl)oxy)-N-methylpropan-1-amine